C(=O)(O)CCN1C(C(C2=CC=CC=C12)(C)C)\C=C\C=1CCCC2=CC3=CC=C(C=C3SC12)O (E)-1-(2-carboxyethyl)-2-(2-(6-hydroxy-2,3-dihydro-1H-thioxanthen-4-yl)vinyl)-3,3-dimethyl-3H-indole